6-bromo-4-(6-fluoropyridin-yl)pyrazolo[1,5-a]pyridine-3-carbonitrile BrC=1C=C(C=2N(C1)N=CC2C#N)C2=NC(=CC=C2)F